ClC=1C=CC(=C(C1)C1=CC(=C(N=N1)SCC1OC(C2=C(C1)C=CC=C2)=O)NC2=CC(=NC=C2)NC(CCN2CCN(CC2)C)=O)F N-(4-{[6-(5-chloro-2-fluorophenyl)-3-{[(1-oxo-3,4-dihydro-1H-2-benzopyran-3-yl)methyl]sulfanyl}pyridazin-4-yl]amino}pyridin-2-yl)-3-(4-methylpiperazin-1-yl)propanamide